COCC(COC)N1CC(=C(C1=O)O)C(=O)OC methyl 1-(1,3-dimethoxypropane-2-yl)-4-hydroxy-5-oxo-2,5-dihydro-1H-pyrrole-3-carboxylate